NC1=C2N(C(N(C2=NC=N1)C1CCN(CC1)C1CCN(CC1)C1CN(C1)C=1C=C2C(N(C(C2=CC1)=O)C1C(NC(CC1)=O)=O)=O)=O)C1=CC=C(C=C1)OC1=CC=CC=C1 5-(3-(4-(6-amino-8-oxo-7-(4-phenoxyphenyl)-7,8-dihydro-9H-purin-9-yl)-[1,4'-bipiperidin]-1'-yl)azetidin-1-yl)-2-(2,6-dioxopiperidin-3-yl)isoindoline-1,3-dione